tungsten zinc sulfide [S-2].[Zn+2].[W+4].[S-2].[S-2]